6-(5-Amino-2-methylphenyl)-7-methyl-2-(methylthio)pyrido[3,4-d]pyrimidin-8(7H)-one NC=1C=CC(=C(C1)C1=CC2=C(N=C(N=C2)SC)C(N1C)=O)C